C(C)(C)(C)OC(CCN1C(C2=C(N=C(N=C2)SC2CCN(CC2)C(=O)OC(C)(C)C)CC1)=O)=O tert-butyl 4-((6-(3-tert-butoxy-3-oxopropyl)-5-oxo-5,6,7,8-tetrahydropyrido[4,3-d]pyrimidin-2-yl)thio)piperidine-1-carboxylate